N=1C(=NN2C1C=CC=C2)C2=CC=C(C=C2)OB(O)O (4-([1,2,4]triazolo[1,5-a]pyridin-2-yl)phenyl)boric acid